1-(2-bromophenyl)-5-(trifluoromethyl)-1H-pyrazole-4-carboxylic acid BrC1=C(C=CC=C1)N1N=CC(=C1C(F)(F)F)C(=O)O